racemic-endo-6-(4-chlorophenyl)-N-(7-cyano-7-azabicyclo[2.2.1]heptan-2-yl)-3-pyridinecarboxamide ClC1=CC=C(C=C1)C1=CC=C(C=N1)C(=O)NC1C2CCC(C1)N2C#N